N1=CC=C(C=C1)CNC(=O)C12CC3(CC(CC(C1)C3)C2)C2=CC=C(C=C2)Cl 3-(4-chlorophenyl)-adamantane-1-carboxylic acid (pyridine-4-ylmethyl)-amide